(-)-Methyl-2-methyl-4-oxo-3-(4-phenylbuta-2,3-dien-1-yl)thiochromane-3-carboxylate COC(=O)C1(C(SC2=CC=CC=C2C1=O)C)CC=C=CC1=CC=CC=C1